NCCCC(CCCCN)(C)C 1,8-diamino-4,4-dimethyloctane